C(C)(C)(C)OC(=O)N1C(=C(C2=CC=CC=C12)C[C@@H](C(=O)OC)NC)C 3-[(2S)-3-methoxy-2-(methylamino)-3-oxopropyl]-2-methyl-1H-indole-1-carboxylic acid tert-butyl ester